C(=C)C1=[N+](C=CC=C1)CCCS(=O)(=O)[O-] 3-(2-vinylpyridinium-1-yl)propane-1-sulfonate